methyl-isourea formate C(=O)O.CNC(O)=N